C(#N)C1=CC=C(CN(C2=C(C(=NC=N2)NCC2C(CN(CC2)CC(=O)N)O)F)C)C=C1 2-(4-(((6-((4-cyanobenzyl)(methyl)amino)-5-fluoropyrimidin-4-yl)amino)methyl)-3-hydroxypiperidin-1-yl)acetamide